2-acrylamido-dimethylpropanesulfonic Acid C(C=C)(=O)NC(C(S(=O)(=O)O)(C)C)C